3-(6-chloro-5-(2'-hydroxy-4'-(methoxycarbonyl)-[1,1'-biphenyl]-4-yl)-1H-indazol-3-yl)propanoic acid ClC1=C(C=C2C(=NNC2=C1)CCC(=O)O)C1=CC=C(C=C1)C1=C(C=C(C=C1)C(=O)OC)O